O=C1NC(CCC1N1C(C2=CC=C(C=C2C1=O)CN1CCN(CC1)C1=CC=C(C=C1)[C@H]1[C@H](CCC2=CC(=CC=C12)O)C1=CC=CC=C1)=O)=O 2-(2,6-dioxopiperidin-3-yl)-5-((4-(4-((1R,2S)-6-hydroxy-2-phenyl-1,2,3,4-tetrahydronaphthalen-1-yl)phenyl)piperazin-1-yl)methyl)isoindoline-1,3-dione